3-(3,5-di-tert-butyl-4-hydroxyphenyl)propionic acid methyl ester COC(CCC1=CC(=C(C(=C1)C(C)(C)C)O)C(C)(C)C)=O